4-(5-hydroxy-6-methoxy-3-methyl-4-nitrobenzo[b]thiophen-2-yl)-4-oxobutanoic acid OC1=C(C2=C(SC(=C2C)C(CCC(=O)O)=O)C=C1OC)[N+](=O)[O-]